ClC=1C=CC2=C(N=C(O2)C2CC3(CC(C3)NC(=O)C=3OC(=CC3)[S@@](=O)(=N)C)C2)C1 (Sa)-N-[6-(5-chloro-1,3-benzoxazol-2-yl)spiro[3.3]heptan-2-yl]-5-[(R)-methylsulfonimidoyl]furan-2-carboxamide